4-(difluoromethyl)-N-[4-fluoro-5-(3-fluoro-4-morpholin-4-ylphenyl)-2-[(3R,5S)-3,4,5-trimethylpiperazin-1-yl]phenyl]-1-methyl-6-oxopyridine-3-carboxamide FC(C=1C(=CN(C(C1)=O)C)C(=O)NC1=C(C=C(C(=C1)C1=CC(=C(C=C1)N1CCOCC1)F)F)N1C[C@H](N([C@H](C1)C)C)C)F